4,6-dioxo-5-azaspiro[2.5]octane-5-carboxylate O=C1C2(CC2)CCC(N1C(=O)[O-])=O